CC(C#N)=C 2-Methyl-acrylonitrile